C1(CC1)N1N=CC(=C1)C1=NC=CC(=N1)NC=1N=CC2=C(C=CC(=C2C1)C(C)C)N1[C@@H]([C@H](C1)C[N+](=O)[O-])C N-(2-(1-cyclopropyl-1H-pyrazol-4-yl)pyrimidin-4-yl)-5-isopropyl-8-((2R,3R)-2-methyl-3-(nitromethyl)azetidin-1-yl)isoquinolin-3-amine